1-(pyridin-3-ylmethyl)pyrrolidine-3-carboxylic acid methyl ester COC(=O)C1CN(CC1)CC=1C=NC=CC1